propyl (R)-2-(2-hydroxy-3-((7-(5-methyl-1,2,4-oxadiazol-3-yl) isoquinolin-1-yl) amino) propionylamino)-4-methylthiazole-5-carboxylate O[C@@H](C(=O)NC=1SC(=C(N1)C)C(=O)OCCC)CNC1=NC=CC2=CC=C(C=C12)C1=NOC(=N1)C